p-toluenesulfonylaniline C(C1=CC=CC=C1)S(=O)(=O)C1=CC=C(N)C=C1